(S)-2-chloro-3-(3-(3-oxo-5-(pyrazin-2-yl)-6,7-dihydro-3H-pyrrolo[2,1-c][1,2,4]triazol-2(5H)-yl)cyclobutyl)benzonitrile ClC1=C(C#N)C=CC=C1C1CC(C1)N1N=C2N(C1=O)[C@@H](CC2)C2=NC=CN=C2